(S)-7-((9H-carbazole-2-carbonyl)glycyl)-N-((R)-1-(4-carbamimidoylthiophen-2-yl)ethyl)-1,4-dioxa-7-azaspiro[4.4]nonane-8-carboxamide C1=C(C=CC=2C3=CC=CC=C3NC12)C(=O)NCC(=O)N1CC2(OCCO2)C[C@H]1C(=O)N[C@H](C)C=1SC=C(C1)C(N)=N